[Ni+2].[N+](=O)([O-])N1C=2C=CC1=CC=1C=CC(=CC3=CC=C(N3[N+](=O)[O-])C=C3C=CC(C2)=N3)N1 dinitroporphin nickel (II)